N,N'-((((2R,3R,4R,5R)-4-hydroxy-5-(hydroxymethyl)tetrahydrofuran-2,3-diyl)bis(oxy))bis(propane-3,1-diyl))dipalmitamide O[C@H]1[C@H]([C@@H](O[C@@H]1CO)OCCCNC(CCCCCCCCCCCCCCC)=O)OCCCNC(CCCCCCCCCCCCCCC)=O